ethylhydridotrimethylolpropane triacrylate C(C=C)(=O)O.C(C=C)(=O)O.C(C=C)(=O)O.C(C)C(C(CO)(CO)CO)C